NC1(CCC1)C(=O)NC1=NC=C(N=C1)OC1=CC=C(C2=C1C1(CC1)CO2)C 1-Amino-N-[5-(7-methyl-spiro[2H-benzofuran-3,1'-cyclopropan]-4-yl)oxypyrazin-2-yl]cyclobutanecarboxamide